C1(CC1)N1CC(C1)(F)[C@@](C=1C=C(C=NC1)C1=NOC=N1)(C1=CC=C(C=C1)C(C)C)O 3-{5-[(S)-(1-Cyclopropyl-3-fluoro-azetidin-3-yl)-hydroxy-(4-isopropyl-phenyl)-methyl]-pyridin-3-yl}-[1,2,4]oxadiazol